8-bromo-2-(2-(3-(trifluoromethyl)phenoxy)acetyl)-1,3,4,12a-tetrahydrobenzo[e]pyrazino[1,2-a][1,4]diazepine-6,12(2H,11H)-dione BrC1=CC2=C(NC(C3N(C2=O)CCN(C3)C(COC3=CC(=CC=C3)C(F)(F)F)=O)=O)C=C1